C12(CC3CC(CC(C1)C3)C2)NCCC2=CC=C(CNC=3C=C(C=CC3)C3C(NC(CC3)=O)=O)C=C2 3-(3-((4-(2-((adamantan-1-yl)amino)ethyl)benzyl)amino)phenyl)piperidine-2,6-dione